FC1=C(COC=2C=C3CCC(C3=CC2)N2CC(C2)C(=O)OC)C=CC(=C1)F methyl 1-(5-((2,4-difluorobenzyl) oxy)-2,3-dihydro-1H-inden-1-yl)-azetidine-3-carboxylate